Cl.Cl.N1(C[C@H](CCC1)C1CCNCC1)CCC(=O)NC (R)-3-([3,4'-bipiperidin]-1-yl)-N-methylpropanamide dihydrochloride